5-amino-N-(2-(2,6-dioxopiperidin-3-yl)-1,3-dioxoisoindolin-4-yl)pentanamide hydrochloride Cl.NCCCCC(=O)NC1=C2C(N(C(C2=CC=C1)=O)C1C(NC(CC1)=O)=O)=O